ClC=1C(=CC(=C(CN[C@@H](CO)C(=O)O)C1)OCC=1C=NC=CC1)OCC1=C(C(=CC=C1)C1=C2CCN(C2=CC=C1)CCCN1CC(CC1)O)Br N-(5-chloro-2-((pyridin-3-yl)methoxy)-4-(3-(1-(3-(3-hydroxypyrrolidin-1-yl)propyl)indoline-4-yl)-2-bromobenzyloxy)benzyl)-L-serine